6-(3-amino-5-fluoro-6-(4-morpholino-3-(piperidin-1-ylmethyl)phenyl)pyrazin-2-yl)-8-fluoro-3,4-dihydroisoquinolin-1(2H)-one NC=1C(=NC(=C(N1)F)C1=CC(=C(C=C1)N1CCOCC1)CN1CCCCC1)C=1C=C2CCNC(C2=C(C1)F)=O